(E)-5-[2-(methoxycarbonyl)ethenyl]cytidine COC(=O)/C=C/C=1C(=NC(N([C@H]2[C@H](O)[C@H](O)[C@@H](CO)O2)C1)=O)N